N[C@H]1CC[C@H](CC1)OC1=CC=C2C(CC3(CCCC3)C=3C(=NC=NC23)N)=C1N(C)CCOC 8-(cis-4-aminocyclohexoxy)-N7-(2-methoxyethyl)-N7-methyl-spiro[6H-benzo[h]quinazoline-5,1'-cyclopentane]-4,7-diamine